ClC1=CC=C2C(=CN(C2=C1)C#C)C=1C=NN(C1)C1OCCCC1 6-chloro-1-ethynyl-3-(1-tetrahydropyran-2-ylpyrazol-4-yl)indole